[Cl-].[Cl-].[Cl-].C1(C=CC=2CCCCC12)[Ti+3] 4,5,6,7-tetrahydroindenyl-titanium trichloride